C(C1=CC=CC=C1)N1CCC(CC1)=CC(C)(S(=O)N)C (1-Benzylpiperidin-4-ylidene)-2-methylpropane-2-sulfinamide